ClC=1C=CC2=C(N(C(=N2)C2=CC=CC=C2)OCC2=C(C=CC=C2)Cl)C1 6-chloro-1-(2-chlorobenzyloxy)-2-phenyl-1H-benzo[d]imidazole